amino-7-azaspiro[3.5]nonane-7-carboxylic acid tert-butyl ester C(C)(C)(C)OC(=O)N1CCC2(CCC2N)CC1